(3S,4S)-1-Cyclopropylmethyl-4-{[(2,4-difluoro-phenyl)-isoxazole-3-carbonyl]-amino}-piperidine-3-carboxylic acid (1-pyrimidin-2-yl-cyclopropyl)-amide N1=C(N=CC=C1)C1(CC1)NC(=O)[C@H]1CN(CC[C@@H]1NC(=O)C1=NOC=C1C1=C(C=C(C=C1)F)F)CC1CC1